1-benzopyran-4-carboxamide O1CC=C(C2=C1C=CC=C2)C(=O)N